2,4-dimethylquinoline-3-carboxylic acid ethyl ester C(C)OC(=O)C=1C(=NC2=CC=CC=C2C1C)C